2,6-di(propan-2-yl)-6,7-dihydro-4H-pyrazolo[1,5-a]pyrrolo[3,4-d]pyrimidine CC(C)C1=NN2C(NC=3C(=C2)CN(C3)C(C)C)=C1